(R)-3-(4-amino-6-(methyl(1-(trifluoromethyl)cyclopropyl)amino)pyrido[3,4-d]pyrimidin-8-yl)-2,4-dimethylphenol NC=1C2=C(N=CN1)C(=NC(=C2)N(C2(CC2)C(F)(F)F)C)C=2C(=C(C=CC2C)O)C